FCC[N+]1=CN([C@H]2[C@H](O)[C@H](O)[C@@H](CO)O2)C=2N=C(NC(C12)=O)N N7-(2-fluoroethyl)guanosine